C1(CCCC1)C1=NC2=NC=NC(=C2N1)C(=O)NCCC1=CC(=CC=C1)C=1C=NN(C1)C1=CC=C(C=C1)F 8-cyclopentyl-N-(3-(1-(4-fluorophenyl)-1H-pyrazol-4-yl)phenethyl)-7H-purine-6-carboxamide